N1(CCC1)C(CN1C(NC2=NC=C(C=C21)C2=C(C(=CC=C2)C(F)(F)F)C)=O)=O 1-[2-(Azetidin-1-yl)-2-oxo-ethyl]-6-[2-methyl-3-(trifluoromethyl)phenyl]-3H-imidazo[4,5-b]pyridin-2-one